C(C)OC(=O)C=1N(C=CC1)N amino-1H-pyrrole-2-carboxylic acid ethyl ester